C1(=CC=CC=C1)[C@H](N)[C@@H]1CNC2=C(N1)N=CC=C2 (S)-phenyl((S)-1,2,3,4-tetrahydropyrido[2,3-b]pyrazin-3-yl)methanamine